(R)-1'-(6-amino-5-((2-amino-3-chloropyridin-4-yl)thio)pyrazin-2-yl)-3,4-dihydro-2H-spiro[naphthalene-1,4'-piperidin]-2-amine NC1=C(N=CC(=N1)N1CCC2(CC1)[C@@H](CCC1=CC=CC=C12)N)SC1=C(C(=NC=C1)N)Cl